FC(C(=O)N[C@@H]([C@@H](C1=CC(=NC=C1)OC(C)C)O)CN1CCCC1)(CCC1=CC2=CC=C(C=C2C=C1)F)F 2,2-difluoro-4-(6-fluoronaphthalen-2-yl)-N-((1r,2r)-1-hydroxy-1-(2-isopropoxypyridin-4-yl)-3-(pyrrolidin-1-yl)propan-2-yl)butanamide